C(C1=CC=CC=C1)O[C@H]1[C@@H]2[C@@H](O[C@]1(CCO2)COCC2=CC=CC=C2)N2C1=NC(=NC(=C1N=C2)OCC2=CC=CC=C2)Cl 9-{2,6-anhydro-3-O-benzyl-4-[(benzyloxy)methyl]-5-deoxy-α-L-lyxo-hexofuranosyl}-6-(benzyloxy)-2-chloro-9H-purine